FC=1C=C2C(=C(C=NC2=C(C1OC)F)C(=O)N1CCN(CC1)S(=O)(=O)C)N1CCC(CC1)(C#N)C 1-(6,8-difluoro-7-methoxy-3-(4-(methylsulfonyl)piperazine-1-carbonyl)quinolin-4-yl)-4-methylpiperidine-4-carbonitrile